N-(4-chlorophenyl)-5-phenyl-1,3,4-thiadiazol-2-amine ClC1=CC=C(C=C1)NC=1SC(=NN1)C1=CC=CC=C1